arsenic silicon telluride [Si]=[Te].[As]